C1(=CC=CC=C1)C1N(OCC1)C(=O)[O-] 3-phenylisoxazolidine-2-carboxylate